NCCOCCNC(C1=C(C=C(C=C1)NC=1C=2N(C=CN1)C(=CN2)C=2C(=NN(C2)CC(=O)N)C(F)(F)F)CC)=O N-[2-(2-aminoethoxy)ethyl]-4-[[3-[1-(2-amino-2-oxoethyl)-3-(trifluoromethyl)pyrazol-4-yl]imidazo[1,2-a]pyrazin-8-yl]amino]-2-ethylbenzamide